5-((5-Chloro-2-(3-(trifluoromethyl)-1H-pyrazol-1-yl)pyrimidin-4-yl)amino)-3-(3-hydroxy-3-methylbutyl)-1-methyl-1,3-dihydro-2H-benzo[d]imidazol-2-on ClC=1C(=NC(=NC1)N1N=C(C=C1)C(F)(F)F)NC1=CC2=C(N(C(N2CCC(C)(C)O)=O)C)C=C1